tert-Butyl 2-[4-{5-chloro-2-[5-(difluoromethyl)-1,3,4-oxadiazol-2-yl]phenyl}-5-methoxy-2-oxopyridin-1(2H)-yl]butanoate ClC=1C=CC(=C(C1)C1=CC(N(C=C1OC)C(C(=O)OC(C)(C)C)CC)=O)C=1OC(=NN1)C(F)F